2-(5-fluoro-1,3-benzoxazol-2-ylamino)-1,3-benzoxazole-5-carboxylic acid FC=1C=CC2=C(N=C(O2)NC=2OC3=C(N2)C=C(C=C3)C(=O)O)C1